Ethyl {[4-(2,6-dichlorophenyl)-5-(5-methylfuran-2-yl)-4H-1,2,4-triazol-3-yl]sulfanyl}acetate ClC1=C(C(=CC=C1)Cl)N1C(=NN=C1C=1OC(=CC1)C)SCC(=O)OCC